O1CNCCC1 1,3-oxazinan